F[C@@]1(CN(CC[C@@H]1O)C1=NC=CC(=N1)NC=1N=CC2=C(C=CC(=C2C1)C(C)C)N1CC(C1)S(=O)C)C (3R,4S)-3-fluoro-1-(4-((5-isopropyl-8-(3-(methylsulfinyl)azetidin-1-yl)isoquinolin-3-yl)amino)pyrimidin-2-yl)-3-Methylpiperidin-4-ol